3-methyl-4-((1-methyl-1H-indol-6-yl)oxy)aniline CC=1C=C(N)C=CC1OC1=CC=C2C=CN(C2=C1)C